Benzyl ((S)-1-(((S)-1-hydroxy-3-((S)-2-oxopiperidin-3-yl)propan-2-yl)amino)-4-methyl-1-oxopentan-2-yl)carbamate OC[C@H](C[C@H]1C(NCCC1)=O)NC([C@H](CC(C)C)NC(OCC1=CC=CC=C1)=O)=O